ClC1=CC(N(C(N1CC1=C(C#N)C=CC=C1)=O)C)=O 2-(6-chloro-3-methyl-2,4-dioxo-3,4-dihydro-2H-pyrimidine-1-ylmethyl)-benzonitrile